(S)-3-(4-bromo-3,5-dimethyl-phenoxy)-tetrahydrofuran BrC1=C(C=C(O[C@@H]2COCC2)C=C1C)C